3-(2-(difluoromethoxy)-5-nitrophenyl)-4-(4-methoxybenzyl)-5-methyl-4H-1,2,4-triazole FC(OC1=C(C=C(C=C1)[N+](=O)[O-])C1=NN=C(N1CC1=CC=C(C=C1)OC)C)F